imidazo[1,5-c]pyrimidine-1-carbonitrile C=1(N=CN2C=NC=CC21)C#N